BrC=1C=C(C=CC1)C1(COC1)C(F)C1=NN=CN1C(F)F ((3-(3-bromophenyl)oxetan-3-yl)fluoromethyl)-4-(difluoromethyl)-4H-1,2,4-triazole